NC1=C(C(=CC=2N(C(=NC21)C)C)C(F)(F)F)C=2C=1N(C=CC2)C(=NC1\C=C\OCC)C(=O)C1=CC(=C(C(=C1)F)F)F (E)-(8-(4-amino-1,2-dimethyl-6-(trifluoromethyl)-1H-benzo[d]imidazol-5-yl)-1-(2-ethoxyvinyl)imidazo[1,5-a]pyridin-3-yl)(3,4,5-trifluorophenyl)methanone